C[C@@]12[C@@](CNC1)(CN(C2)C2=CC=C(C=C2)N2CCOCC2)C 4-(4-(cis-3a,6a-dimethylhexahydropyrrolo[3,4-c]pyrrol-2(1H)-yl)phenyl)morpholine